BrC(=CC1=NC=C(C(=O)OCC)C=C1[N+](=O)[O-])C(=O)OCC Ethyl 6-(2-bromo-3-ethoxy-3-oxoprop-1-en-1-yl)-5-nitronicotinate